C1(C=CC(N1C1=CC=C(OC2=C(C)C(=CC=C2)OC2=CC=C(C=C2)N2C(C=CC2=O)=O)C=C1)=O)=O 2,6-bis(4-maleimidophenoxy)toluene